N-(2,4-difluorophenyl)-5-({3-fluoro-2-[(methylsulfamoyl)amino]pyridin-4-yl}methyl)-4-methylpyridin-3-amine FC1=C(C=CC(=C1)F)NC=1C=NC=C(C1C)CC1=C(C(=NC=C1)NS(NC)(=O)=O)F